5-[2-chloro-4-(trifluoromethyl)phenoxy]-N-(methylsulfonyl)-2-nitrobenzamide C1CN(CCN1)C(=O)C2=CC3=C(C=C2)C=CN3